5-fluoro-1,2-dihydro-2-oxo-4-pyrimidinecarbamic acid methyl ester COC(NC1=NC(NC=C1F)=O)=O